C(C)(C)(C)P(C(C)(C)C)C(C)(C)C tritertiary butylphosphine